ClC1=C(C=C(C(=O)N2CCC(CC2)CCCN2CCCCC2)C=C1)N1C(NC(CC1)=O)=O 1-(3-(1-(4-chloro-3-(2,4-dioxotetrahydropyrimidin-1(2H)-yl)benzoyl)piperidin-4-yl)propyl)piperidin